Cl.C1(=CC=CC=C1)CC(=O)NC=1SC=CN1 2-phenyl-N-thiazol-2-yl-acetamide hydrochloride